N1C=C(C2=CC=CC=C12)C1=NC(=NC=C1OC)N1C=C(C2=CC=CC=C12)C1=NC(=NC=C1OC)NC=1C=CC(=C(C1)NC(C)=O)N(C)CCN(C)C N-(5-(4-(1-(4-(1H-indol-3-yl)-5-methoxypyrimidin-2-yl)-1H-indol-3-yl)-5-methoxypyrimidin-2-ylamino)-2-((2-(dimethylamino)ethyl)(methyl)amino)phenyl)acetamide